COC1=CC=C(CN2C(N(CCC2=O)C2=NN(C3=CC=C(C=C23)C2CCN(CC2)C(=O)OC(C)(C)C)C)=O)C=C1 tert-Butyl 4-(3-(3-(4-methoxybenzyl)-2,4-dioxotetrahydropyrimidin-1(2H)-yl)-1-methyl-1H-indazol-5-yl)piperidine-1-carboxylate